CN1C(=CC=CC1=O)C(=O)OCC1=CC=C(C=C1)I (p-Iodophenyl)methyl 1-methyl-6-oxo-1H-pyridine-2-carboxylate